ClC=1C2=CN(N=C2C=CC1C1=CN=C2C1=C1N(C(=N2)N2CCC(CC2)(F)CN)CC=N1)C (1-(9-(4-chloro-2-methyl-2H-indazol-5-yl)-imidazo[1,2-c]pyrrolo[3,2-e]pyrimidin-5-yl)-4-fluoropiperidin-4-yl)methylamine